Methyl 1-(bicyclo[1.1.1]pentan-1-yl)-4-hydroxy-6-oxo-1,6-dihydropyridine-3-carboxylate C12(CC(C1)C2)N2C=C(C(=CC2=O)O)C(=O)OC